(R)-tert-butyl 4-(2-(4-amino-2-(2,2-difluoroethyl) phenoxy) ethyl)-2-methylpiperazine-1-carboxylate NC1=CC(=C(OCCN2C[C@H](N(CC2)C(=O)OC(C)(C)C)C)C=C1)CC(F)F